acryloxypentadecyltriiodosilane C(C=C)(=O)OCCCCCCCCCCCCCCC[Si](I)(I)I